(3R,4R)-1-(5,6-difluoro-1-((5-methyloxazol-2-yl)methyl)-1H-benzo[d]imidazol-2-yl)-4-fluoropiperidin-3-amine FC1=CC2=C(N(C(=N2)N2C[C@H]([C@@H](CC2)F)N)CC=2OC(=CN2)C)C=C1F